2,2-bis(2-hydroxyethoxy)-1,1'-binaphthalene OCCOC1(C(=C2C=CC=CC2=CC1)C1=CC=CC2=CC=CC=C12)OCCO